2,2,6,6-tetramethyl-4-vinylpiperidine CC1(NC(CC(C1)C=C)(C)C)C